CN(C/C=C/C(=O)NC1CN(CC1)C1=NN(C=2C1=NC=CC2)C2=CC=C(C=C2)C(F)(F)F)C (E)-4-(dimethylamino)-N-(1-(1-(4-(trifluoromethyl)phenyl)-1H-pyrazolo[4,3-b]pyridin-3-yl)-pyrrolidin-3-yl)but-2-enamide